1-((3-(5-(3-fluoro-4-methyl-phenyl)-4,5-dihydro-1H-pyrazole-1-carbonyl)bicyclo-[1.1.1]pentan-1-yl)methyl)-1H-indazole-5-carbonitrile FC=1C=C(C=CC1C)C1CC=NN1C(=O)C12CC(C1)(C2)CN2N=CC1=CC(=CC=C21)C#N